COC1=C(CN(S(=O)(=O)C2=NC=CC(=C2)NC(C2=C(N=CC(=C2)C(F)(F)F)Cl)=O)CC2=C(C=C(C=C2)OC)OC)C=CC(=C1)OC N-(2-(N,N-bis(2,4-dimethoxybenzyl)sulfamoyl)pyridin-4-yl)-2-chloro-5-(trifluoromethyl)-nicotinamide